NC1=CN=NC2=CC(=CC=C12)C=1C=C(C=CC1N1N=CC(=C1)NS(=O)(=O)C)B(O)O [3-(4-aminocinnolin-7-yl)-4-[4-(methanesulfonamido)pyrazol-1-yl]phenyl]boronic acid